3-(((4'-(Trifluoromethyl)-[1,1'-biphenyl]-4-yl)methyl)amino)benzoic acid FC(C1=CC=C(C=C1)C1=CC=C(C=C1)CNC=1C=C(C(=O)O)C=CC1)(F)F